S1C(=CC=C1)C1=CC=C(N)C=C1 4-(thiophen-2-yl)-aniline